2-(4-fluorophenyl)-N-((R)-((S)-7-(1-methyl-1H-pyrazol-4-yl)-2,3-dihydro-1H-pyrido[2,3-b][1,4]oxazin-3-yl)(phenyl)methyl)ethanamine FC1=CC=C(C=C1)CCN[C@H](C1=CC=CC=C1)[C@@H]1CNC2=C(O1)N=CC(=C2)C=2C=NN(C2)C